ClCCOP(OCCCl)(OCCCl)=O phosphoric acid-tris(beta-chloroethyl) ester